C(#N)C1=CC(=C(COC=2C=C(C=CC2)N2CCN(CC2)CC2=NC3=C(N2CC2(CC2)F)C=C(C=C3)C(=O)OC)C=C1)F methyl 2-((4-(3-((4-cyano-2-fluorobenzyl)oxy)phenyl)piperazin-1-yl)methyl)-1-((1-fluorocyclopropyl)methyl)-1H-benzo[d]imidazole-6-carboxylate